N-((3S,5S,7S)-adamantan-1-yl)-4-(4-((8-(3-(cyclopropanecarboxamido)phenyl)-5-methyl-7-oxo-7,8-dihydropyrido[2,3-d]pyrimidin-2-yl)amino)-3-methoxyphenyl)piperazine-1-carboxamide C12(CC3CC(CC(C1)C3)C2)NC(=O)N2CCN(CC2)C2=CC(=C(C=C2)NC=2N=CC3=C(N2)N(C(C=C3C)=O)C3=CC(=CC=C3)NC(=O)C3CC3)OC